2-hydroxy-6,7-dihydro-5H-cyclopenta[b]pyridine-4-carboxylic acid OC1=CC(=C2C(=N1)CCC2)C(=O)O